(2R)-2-ethyl-N-methyl-2,3,4,5-tetrahydropyrido[2,3-f][1,4]oxazepine-7-Amine C(C)[C@H]1OC2=C(CNC1)N=C(C=C2)NC